COC(NS(=O)(=O)C=1SC(=CC1C1=CC(=C(C=C1)CN1C(=NC=C1)C(C)(C)C)F)CC(C)C)=O (3-(4-((2-(tert-butyl)-1H-imidazol-1-yl)methyl)-3-fluorophenyl)-5-isobutylthiophene-2-yl)sulfonyl-carbamic acid methyl ester